6-METHOXY-N-(4-ETHYLPHENYL)-2-(TRIFLUOROMETHYL)-1H-IMIDAZO[4,5-B]PYRAZIN-5-AMINE COC1=C(N=C2C(=N1)NC(=N2)C(F)(F)F)NC2=CC=C(C=C2)CC